5-chloro-2-(difluoromethyl)-N-((1r,4r)-4-((3-(3,5-dimethoxyphenyl)-3-hydroxy-2-oxoindolin-1-yl)methyl)cyclohexyl)nicotinamide ClC=1C=NC(=C(C(=O)NC2CCC(CC2)CN2C(C(C3=CC=CC=C23)(O)C2=CC(=CC(=C2)OC)OC)=O)C1)C(F)F